methyl 3,3-dimethoxycyclobutane-carboxylate COC1(CC(C1)C(=O)OC)OC